3',5'-dimethyl-5',6'-dihydro-4'H-spiro[cyclobutan-1,7'-thieno[3,2-c]pyridin]-4'-one CC1=CSC2=C1C(N(CC21CCC1)C)=O